COC(CCN=C=NCCC(OC)OC)OC bis-(dimethoxypropyl)carbodiimide